The molecule is a polysaccharide derivative with a repeating unit consisting of beta-D-galactosyl, beta-D-rhamnoosyl and beta-D-glucosyl residues all linked (1->4), to the galactosyl residue of which is attached an N-acetyl-alpha-neuraminyl-(2->6)-beta-D-galactosyl-(1->4)-N-acetyl-beta-D-glucosaminyl trisaccharide unit via a (1->3) linkage, while to the rhamnosyl residue is linked (1->3) an alpha-D-galactosyl residue, with all repeating units being linked (1->4). Capsular polysaccharide of Streptococcus suis serotype 2. C[C@H]1[C@@H]([C@H]([C@H]([C@H](O1)O[C@@H]2[C@H](O[C@H]([C@@H]([C@H]2O)O)O)CO)O)O[C@@H]3[C@@H]([C@H]([C@H]([C@H](O3)CO)O)O)O)O[C@H]4[C@@H]([C@H]([C@H]([C@H](O4)CO)O)O[C@H]5[C@@H]([C@H]([C@@H]([C@H](O5)CO)O[C@H]6[C@@H]([C@H]([C@H]([C@H](O6)CO[C@@]7(C[C@@H]([C@H]([C@@H](O7)[C@@H]([C@@H](CO)O)O)NC(=O)C)O)C(=O)O)O)O)O)O)NC(=O)C)O